C1=CC=CC=2C3=CC=CC=C3C(C12)COC(=O)N[C@H](C(=O)OCC)[C@H](N1CCCC1)C=1N=C(OC1)Br ethyl (2S,3S)-2-((((9H-fluoren-9-yl)methoxy)carbonyl)amino)-3-(2-bromooxazol-4-yl)-3-(pyrrolidin-1-yl)propanoate